C(C1CO1)C(C)(C)OC(C)(C)CC1CO1 α-Glycidylisopropylether